amino-ethyl-amine NNCC